(3R,5R)-1-(1-methyl-5-nitro-1H-benzo[d]imidazol-2-yl)-5-((5-(trifluoromethyl)pyrimidin-2-yl)amino)piperidin-3-ol CN1C(=NC2=C1C=CC(=C2)[N+](=O)[O-])N2C[C@@H](C[C@H](C2)NC2=NC=C(C=N2)C(F)(F)F)O